C(C)(C)(C)OC(=O)N1CC(OCC1)CN1C(C(=CC2=CC(=CC=C12)NC1=NC(=C(C=C1Cl)C#N)Cl)OCC(=O)O)=O 2-[[1-[(4-tert-butoxycarbonylmorpholin-2-yl)methyl]-6-[(3,6-dichloro-5-cyano-2-pyridinyl)amino]-2-oxo-3-quinolinyl]oxy]acetic acid